6-(4-(2-(diethylamino)ethoxy)phenyl)-1-methylpyrimidine C(C)N(CCOC1=CC=C(C=C1)C1=CC=NCN1C)CC